N-(4-fluoro-3-((2-((1-(2-hydroxy-2-methylpropyl)-1H-pyrazol-4-yl)amino)-5-(4-(trifluoromethyl)phenyl)pyrimidin-4-yl)amino)phenyl)acrylamide FC1=C(C=C(C=C1)NC(C=C)=O)NC1=NC(=NC=C1C1=CC=C(C=C1)C(F)(F)F)NC=1C=NN(C1)CC(C)(C)O